bisbenzoAzolyl-phenyl-ethyl-hexyl-iminotriazine N1C(=CC2=C1C=CC=C2)C(CCCCC)(C=2C(NN=NC2CC)=NC2=CC=CC=C2)C=2NC1=C(C2)C=CC=C1